C(#N)[C@H](CC1=CC=C(C=C1)C=1C=CC2=C(C(=NO2)C)C1)NC(=O)[C@H]1OCCCNC1 (2S)-N-{(1S)-1-cyano-2-[4-(3-methyl-1,2-benzooxazol-5-yl)phenyl]ethyl}-1,4-oxaazepan-2-carboxamide